((3R,5R)-5-((1H-1,2,4-triazol-1-yl)methyl)-5-(2,4-difluorophenyl)tetrahydrofuran-3-yl)methanol N1(N=CN=C1)C[C@@]1(C[C@@H](CO1)CO)C1=C(C=C(C=C1)F)F